C(=O)(O)CCC1=C(C=2C=C3C(=C(C(=CC=4C(=C(C(=CC5=C(C(=C([N-]5)C=C1N2)CCC(=O)O)C)N4)CC)C)N3C)CC)C)C 3-[18-(2-carboxyethyl)-7,12-diethyl-3,8,13,17,23-pentamethylporphyrin-21-id-2-yl]propanoic acid